1-(3-hydroxypropyl)-4-piperidone oxime OCCCN1CCC(CC1)=NO